1,1,3,3-tetramethyl-isoindolin CC1(NC(C2=CC=CC=C12)(C)C)C